2,3,4,5-tetrafluoro-benzenepentanoic acid phospholane-phosphite P(O)(O)O.P1CCCC1.FC1=C(C=C(C(=C1F)F)F)CCCCC(=O)O